ClC1=NC=C(C(=C1)C1=C(C=NC(=C1)C)C(=O)NC=1SC2=C(N1)CN(C2)C(C2=C(C=C(C=C2)C(F)F)F)=O)OC 2'-Chloro-N-(5-(4-(difluoromethyl)-2-fluorobenzoyl)-5,6-dihydro-4H-pyrrolo[3,4-d]thiazol-2-yl)-5'-methoxy-6-methyl-[4,4'-bipyridine]-3-carboxamide